C(=C(/C(=O)O)\\O)(\\C(=O)O)/O The molecule is a 2-hydroxydicarboxylic acid consisting of fumaric acid having two hydroxy groups at the 2- and 3-positions. It is a 2-hydroxydicarboxylic acid and a C4-dicarboxylic acid. It derives from a fumaric acid. It is a conjugate acid of a dihydroxyfumarate(2-).